5-cyclopropyl-N-(1-(1-(3-methoxyphenyl)ethyl)azetidin-3-yl)pyridazine-3-carboxamide C1(CC1)C=1C=C(N=NC1)C(=O)NC1CN(C1)C(C)C1=CC(=CC=C1)OC